COC1=NC=CC(=C1)C=1CCN(CC1)C(=O)OC(C)(C)C tert-Butyl 2'-methoxy-3,6-dihydro-[4,4'-bipyridine]-1(2H)-carboxylate